2,2,7,7-tetra[N,N-bis(4-methoxyphenyl)amino]-9,9-spirobifluorene COC1=CC=C(C=C1)N(C1=CC=C(C=C1)OC)C1(C=C2C3(C4=CC(C=CC4=C2C=C1)(N(C1=CC=C(C=C1)OC)C1=CC=C(C=C1)OC)N(C1=CC=C(C=C1)OC)C1=CC=C(C=C1)OC)C1=CC=CC=C1C=1C=CC=CC13)N(C1=CC=C(C=C1)OC)C1=CC=C(C=C1)OC